4-allyl-4-hydroxypiperidine-1-carboxylic acid benzyl ester C(C1=CC=CC=C1)OC(=O)N1CCC(CC1)(O)CC=C